FC1=C(C=CC=C1)[C@@H](C)OC(=O)NC1=C(N=NN1C)C1=CC=C(C(=N1)C)C#CC1(CC1)CC(=O)O (R)-2-(1-((6-(5-(((1-(2-fluorophenyl)ethoxy)carbonyl)amino)-1-methyl-1H-1,2,3-triazol-4-yl)-2-methylpyridin-3-yl)ethynyl)cyclopropyl)acetic acid